3-fluorophenyl-thiazolecarboxylic acid FC=1C=C(C=CC1)C=1N=C(SC1)C(=O)O